C(C)OC1=NC=CC=C1C1=CC(=C2C(=N1)C=NN2C(C)C)NC[C@@H]2OCCC2 5-(2-ethoxy-3-pyridinyl)-1-isopropyl-N-[[(2R)-tetrahydrofuran-2-yl]methyl]pyrazolo[4,3-b]pyridin-7-amine